2,4-dimethyl-3-nitropyridine CC1=NC=CC(=C1[N+](=O)[O-])C